C(C)ONC(C1=CN=C(C=C1)NC1=NC=C(C(=C1)C)F)=O N-ethoxy-6-((5-fluoro-4-methylpyridin-2-yl)amino)nicotinamide